FC1=C(C=CC(=C1)C1=NOC(=N1)C(F)(F)F)C(CSC(C)C)=O 1-(2-fluoro-4-(5-(trifluoromethyl)-1,2,4-oxadiazol-3-yl)phenyl)-2-(isopropylsulfanyl)ethan-1-one